5-(4-chlorobutanamido)-2-(1-(difluoromethyl)cyclopropyl)-isonicotinamide ClCCCC(=O)NC1=CN=C(C=C1C(=O)N)C1(CC1)C(F)F